2-chloro-3-(ethanesulfonyl)-N-(5-methyl-1,3,4-oxadiazol-2-yl)-4-(trifluoromethyl)benzamide ClC1=C(C(=O)NC=2OC(=NN2)C)C=CC(=C1S(=O)(=O)CC)C(F)(F)F